FC(C1=CC=CC(=N1)C1CCC(CC1)N1CC2(CS(C2)(=O)=O)CC1)(F)F 6-((1r,4r)-4-(6-(trifluoromethyl)pyridin-2-yl)cyclohexyl)-2-thia-6-azaspiro[3.4]octane 2,2-dioxide